N-[(5-cyano-2-methoxypyridin-3-yl)methyl]-5-(trifluoromethyl)-thiophene-2-carboxamide C(#N)C=1C=C(C(=NC1)OC)CNC(=O)C=1SC(=CC1)C(F)(F)F